tert-butyl (E)-(2-(4-(2-(2-isopropylphenyl)-1-(1-(tetrahydro-2H-pyran-2-yl)-1H-indazol-5-yl)but-1-en-1-yl)phenoxy)ethyl)carbamate C(C)(C)C1=C(C=CC=C1)/C(=C(/C=1C=C2C=NN(C2=CC1)C1OCCCC1)\C1=CC=C(OCCNC(OC(C)(C)C)=O)C=C1)/CC